pyrazolineselon N1NC=CC1=[Se]